bis(2-ethyl butyl) azelate C(CCCCCCCC(=O)OCC(CC)CC)(=O)OCC(CC)CC